ClC=1C=C(C=CC1Cl)C=1N=C(SC1C1=NN=NN1C)NC1=C(C(=O)OC)C=CC=N1 methyl 2-(4-(3,4-dichlorophenyl)-5-(1-methyl-1H-tetrazol-5-yl)thiazol-2-ylamino)nicotinate